tert-butyl (4-(3-cyano-4-methylphenoxy)butyl)carbamate C(#N)C=1C=C(OCCCCNC(OC(C)(C)C)=O)C=CC1C